(9H-fluoren-9-yl)methyl (S)-(1-hydroxypropan-2-yl)carbamate OC[C@H](C)NC(OCC1C2=CC=CC=C2C=2C=CC=CC12)=O